COC(=O)[C@H]1NN(CCC1)C(C)(C)C (S)-tert-butyl-hexahydropyridazine-3-carboxylic acid methyl ester